4-(8-(4-(2-(2-aminopyridin-3-yl)-5-phenyl-3H-imidazo[4,5-b]pyridin-3-yl)benzyl)-2,8-diazaspiro[4.5]decane-2-carbonyl)-2-hydroxybenzaldehyde NC1=NC=CC=C1C1=NC=2C(=NC(=CC2)C2=CC=CC=C2)N1C1=CC=C(CN2CCC3(CCN(C3)C(=O)C3=CC(=C(C=O)C=C3)O)CC2)C=C1